ClC1=CC(=C2C(=N1)N(C=C2)C=2C=NN(C2)C)CO (6-chloro-1-(1-methyl-1H-pyrazol-4-yl)-1H-pyrrolo[2,3-B]pyridin-4-yl)methanol